OC1=C(C=C(C=C1C(C)(C)C)C)N1N=C2C(=N1)C=CC=C2 2-(2'-hydroxy-3'-t-butyl-5-methylphenyl)benzotriazole